ClC=1C=C2C3=C(N(C2=C(C1)C=1C=NN(C1)CC1=CC=NC=C1)CC(F)(F)F)C=NC=C3 6-Chloro-8-(1-pyridin-4-ylmethyl-1H-pyrazol-4-yl)-9-(2,2,2-trifluoro-ethyl)-9H-pyrido[3,4-b]indole